ClC1=C(C(=C(C=C1OC)OC)Cl)N1C(N(C2=NC(=NC=C2C1)NC1=C(C=CC=C1[N+](=O)[O-])C)C=1C=NN(C1)C)=S 3-(2,6-dichloro-3,5-dimethoxyphenyl)-1-(1-methyl-1H-pyrazol-4-yl)-7-((2-methyl-6-nitrophenyl)amino)-3,4-dihydropyrimido[4,5-d]pyrimidine-2(1H)-thione